NC[C@H]1NC([C@H](SCC1)C1=CC(=CC=C1)N1C(C=CC=C1)=O)=O (2R,5S)-5-(aminomethyl)-2-[3-(2-oxo-1-pyridyl)phenyl]-1,4-thiazepan-3-one